tert-butyl (2S,4S)-4-hydroxy-2-[[(1S)-1-[4-(4-methyl-1,3-thiazol-5-yl)phenyl]ethyl]carbamoyl]pyrrolidine-1-carboxylate O[C@H]1C[C@H](N(C1)C(=O)OC(C)(C)C)C(N[C@@H](C)C1=CC=C(C=C1)C1=C(N=CS1)C)=O